COC(CCCN(C1=C(C=C(C=C1F)C=1OC(=CC1)C=O)F)C)=O 4-[2,6-difluoro-4-(5-formyl-2-furyl)-N-methyl-anilino]Butyric acid methyl ester